ClC1=C(C=C(C=C1)S(=O)(=O)C1=CC(=C(C=C1)Cl)S(=O)(=O)O)S(=O)(=O)O.[Na].[Na] disodium bis(4-chloro-3-sulfophenyl)sulfone